4-(2-methylpyrimidin-5-yl)sulfanylbenzoic acid CC1=NC=C(C=N1)SC1=CC=C(C(=O)O)C=C1